C(C)(C)(C)OCC(CN1CCN(CC1)C1=CC(=C2C(=N1)C(=CS2)C(=O)NC)C(F)(F)F)O 5-[4-(3-tert-butoxy-2-hydroxy-propyl)piperazin-1-yl]-N-methyl-7-(trifluoromethyl)thieno[3,2-b]pyridine-3-carboxamide